FC(C(=O)O)(F)F.NCC1(CCC(CC1)SCC1=NC2=CC(=CC(=C2C(N1)=O)F)NC1CCCC1)F (((trans-4-(aminomethyl)-4-fluorocyclohexyl)thio)methyl)-7-(cyclopentylamino)-5-fluoroquinazolin-4(3H)-one trifluoroacetate salt